N-(2,2-diphenylethyl)benzofuran-2-carboxamide C1(=CC=CC=C1)C(CNC(=O)C=1OC2=C(C1)C=CC=C2)C2=CC=CC=C2